6-(2-chloroethoxy)-5,7-difluoro-3,4-dihydronaphthalen-1(2H)-one ClCCOC=1C(=C2CCCC(C2=CC1F)=O)F